4-ethoxy-3-(trifluoromethyl)phenylboronic acid C(C)OC1=C(C=C(C=C1)B(O)O)C(F)(F)F